C(C)OC=C1C(N(C(C2=CC(=CC=C12)OC)=O)C1=CC=CC=C1)=O 4-(ethoxymethylene)-7-methoxy-2-phenyl-1,2,3,4-tetrahydroisoquinoline-1,3-dione